9-isopropyl-2-methyl-N-(piperidin-4-yl)-9H-purine-6-amine C(C)(C)N1C2=NC(=NC(=C2N=C1)NC1CCNCC1)C